C(C)(C)(C)OC(=O)N1C[C@@H](N(CC1)C=1C2=C(N=CN1)N(C=C2C=2C=NN(C2)C)C2=CC(=CC=C2)C#N)C (S)-4-(7-(3-cyanophenyl)-5-(1-methyl-1H-pyrazol-4-yl)-7H-pyrrolo[2,3-d]pyrimidin-4-yl)-3-methylpiperazine-1-carboxylic acid tert-butyl ester